Dimethyl(2-methacryloyloxyethyl)(4-phosphonatobutyl)aminium C[N+](CCCCP(=O)([O-])[O-])(CCOC(C(=C)C)=O)C